FC(C1=C(C=C(C=N1)C1=N[C@H]([C@@H](OC2=C1C=CC(=C2F)F)C)C)C)F (2S,3S)-5-(6-(difluoromethyl)-5-methylpyridin-3-yl)-8,9-difluoro-2,3-dimethyl-2,3-dihydrobenzo[f][1,4]oxazepine